5-(2-(5-methyl-2-(3,4,5-trifluorophenyl)piperidin-1-yl)-2-oxoacetamido)nicotinamide CC1CCC(N(C1)C(C(=O)NC=1C=NC=C(C(=O)N)C1)=O)C1=CC(=C(C(=C1)F)F)F